((S)-4-acryloyl-2-methylpiperazin-1-yl)-6-fluoro-7-(2-fluoro-6-hydroxyphenyl)-1-(2-methyl-4-(methylsulfonyl)pyridin-3-yl)pyrido[2,3-d]pyrimidin-2(1H)-one C(C=C)(=O)N1C[C@@H](N(CC1)C=1C2=C(N(C(N1)=O)C=1C(=NC=CC1S(=O)(=O)C)C)N=C(C(=C2)F)C2=C(C=CC=C2O)F)C